C(C)(C)(C)OC(=O)N1C(C(C2=NNC(C=3C=C(C=C1C23)F)=O)N2N=CN=C2C(F)(F)F)C2=CC=C(C=C2)F 5-fluoro-8-(4-fluorophenyl)-9-(5-trifluoromethyl-1H-1,2,4-triazol-1-yl)-8,9-dihydro-2H-pyrido[4,3,2-de]phthalazin-3(7H)-one-7-carboxylic acid tert-butyl ester